CC[C@@H]1[C@@H]([C@@H]([C@H](C(=O)[C@@H](C[C@@]([C@@H]([C@H]([C@@H]([C@H](C(=O)O1)C)O[C@H]2C[C@@]([C@H]([C@@H](O2)C)O)(C)OC)C)O[C@H]3[C@@H]([C@H](C[C@H](O3)C)[NH+](C)C)O)(C)O)C)C)O)C The molecule is an erythromycin cation that is the conjugate acid of erythromycin B, arising from protonation of the tertiary amino group on the 3,4,6-trideoxy-3-(dimethylamino)-beta-D-xylo-hexopyranosyl residue; major species at pH 7.3.